BrCCCCCCC(=O)N1C[C@@H](CCC1)NC=1C2=C(N=CN1)NC=C2C(C2=C(C=C(C=C2)OC2=CC=CC=C2)Cl)=O (R)-7-bromo-1-(3-((5-(2-chloro-4-phenoxybenzoyl)-7H-pyrrolo[2,3-d]pyrimidin-4-yl)amino)piperidin-1-yl)heptan-1-one